ClC=1C=C(C(=O)NNC(=O)C2(CCN(CC2)C(=O)OC(C)(C)C)C)C=CC1 tert-butyl 4-[2-(3-chlorobenzoyl) hydrazinocarbonyl]-4-methylpiperidine-1-carboxylate